CC(C(C1CNC2=C(N1)C(=O)NC(=N2)N)O)O The molecule is a tetrahydropterin, a member of biopterins and a diol. It has a role as a prosthetic group, a coenzyme, a nutraceutical and a human metabolite.